N(N)C(=O)C1=CC=C(C(=N1)OC)NC(=O)C=1C(=NOC1C)C1=CC=CC=C1 N-[6-(hydrazinecarbonyl)-2-methoxy-3-pyridyl]-5-methyl-3-phenyl-isoxazole-4-carboxamide